C(C)(C)(C)OC(=O)N[C@@H]1[C@@H](OCC12CCN(CC2)C(=O)OC(C)(C)C)C tert-butyl (3S,4S)-4-((tert-butoxycarbonyl)amino)-3-methyl-2-oxa-8-azaspiro[4.5]decane-8-carboxylate